FC(=C(C(C(C(C(C(C(F)(F)F)(F)F)(F)F)(F)F)(F)F)(F)F)F)F Z-perfluoro-1-octene